ClC1=CC=C(C=C1)C=1N=C2N(C=CN=C2)C1NC=1C=C(C=CC1)C(=O)N1CCOCC1 [3-[[2-(4-chlorophenyl)imidazo[1,2-a]pyrazin-3-yl]amino]phenyl]-morpholin-4-ylmethanone